ClC1=C(C=C(C=2C(=C3N(C12)C[C@H](C3)NC(C)=O)I)OCC#N)Cl (S)-N-(5,6-Dichloro-8-(cyanomethoxy)-9-iodo-2,3-dihydro-1H-pyrrolo[1,2-a]indol-2-yl)acetamide